1-((1-(2-(1,4-oxazepan-4-yl)-2-oxoethyl)-1H-pyrrolo[2,3-b]pyridin-4-yl)methyl)-3-(4-methoxy-3-(pentyloxy)phenyl)tetrahydropyrimidin-2(1H)-one O1CCN(CCC1)C(CN1C=CC=2C1=NC=CC2CN2C(N(CCC2)C2=CC(=C(C=C2)OC)OCCCCC)=O)=O